2-{6-[(3R,5S)-3,5-Dimethylpiperazin-1-yl][1,3]thiazolo[4,5-c]pyridazin-3-yl}-5-(1H-pyrazol-4-yl)phenol C[C@@H]1CN(C[C@@H](N1)C)C=1SC2=C(N=NC(=C2)C2=C(C=C(C=C2)C=2C=NNC2)O)N1